6-[[6-(trifluorometh-oxy)-3-pyridyl]meth-yl]-2-azaspiro[3.3]-heptane FC(OC1=CC=C(C=N1)CC1CC2(CNC2)C1)(F)F